ClC=1C=CC2=C([C@@H](C[C@@H](O2)C(=O)N[C@@H]2[C@H]3C[C@@H]([C@@H](C2)C3)N3C=NC(=C3)C3=CC(=C(C=C3)F)F)O)C1 (2R,4R)-6-chloro-N-{(1R,2S,4R,5S)-5-[4-(3,4-difluorophenyl)-1H-imidazol-1-yl]bicyclo[2.2.1]hept-2-yl}-4-hydroxy-3,4-dihydro-2H-1-benzopyran-2-carboxamide